N1[C@@H](CCC1)C(=O)N[C@@H](C(C)C)C(=O)NCCCN(C(CO)=O)[C@H](C(C)(C)C)C=1N(C=C(C1)C1=C(C=CC(=C1)F)F)CC1=CC=CC=C1 L-prolyl-N-{3-[{(1R)-1-[1-benzyl-4-(2,5-difluorophenyl)-1H-pyrrol-2-yl]-2,2-dimethylpropyl}(hydroxyacetyl)amino]propyl}-L-valinamide